NC=1N=CC(=C2C1SC(=C2)C(=O)N)OC2=CC=C(C=C2)Cl 7-amino-4-(4-chlorophenoxy)thieno[2,3-c]pyridine-2-carboxamide